C1(=CC(=CC=C1)B(O)O)C1=CC(=CC=C1)C1=CC=CC=C1 M-terphenyl-3-boronic acid